ClC1=CC=C(C=C1)C1=CC=CC=C1 4'-chloro-[1,1'-biphenyl]